(S)-2-((5-(1-(2-chlorophenyl)-2-methoxy-2-oxoethyl)-4,5,6,7-tetrahydrothieno[3,2-c]pyridin-2-yl)oxy)-2-oxoethyl 2-acetoxybenzoate C(C)(=O)OC1=C(C(=O)OCC(=O)OC2=CC=3CN(CCC3S2)[C@H](C(=O)OC)C2=C(C=CC=C2)Cl)C=CC=C1